5-(((2-Fluoro-2-methylpropyl)amino)methyl)-N-(3-((1s,3s)-3-methyl-1-(4-methyl-4H-1,2,4-triazol-3-yl)cyclobutyl)phenyl)-2-oxo-1-(2,2,2-trifluoroethyl)-1,2-dihydropyridine-3-carboxamide FC(CNCC=1C=C(C(N(C1)CC(F)(F)F)=O)C(=O)NC1=CC(=CC=C1)C1(CC(C1)C)C1=NN=CN1C)(C)C